7-{2-[1-(2-hydroxyethyl)-6-isoquinolyl]-5-[p-(trifluoromethyl)phenyl]-1,3-oxazol-4-yl}-1,7-diaza-8(7H)-naphthalenone OCCC1=NC=CC2=CC(=CC=C12)C=1OC(=C(N1)N1C=CC=2C=CC=NC2C1=O)C1=CC=C(C=C1)C(F)(F)F